ClC=1C(=CC(=NC1)NC1CCC(CC1)N[C@H](COC)C)C=1N=C(SC1)NCC1(CCOCC1)C#N 4-(((4-(5-chloro-2-(((1S,4r)-4-(((S)-1-methoxypropan-2-yl)amino)cyclohexyl)amino)pyridin-4-yl)thiazol-2-yl)amino)methyl)-tetrahydro-2H-pyran-4-carbonitrile